NC1=C(C=CC=N1)O[C@H](C)C1=CC=CC=C1 6-amino-5-[(1R)-1-phenylethoxy]pyridin